NC1=C(C(=CC(=C1)C(N)=O)OC)NC/C=C/CNC(OC(C)(C)C)=O (trans)-tert-butyl (4-((2-amino-4-carbamoyl-6-methoxyphenyl)amino)n-but-2-enyl)carbamate